C(#N)C1=C(C(=O)NC2=CC3=NC4=C(C=CC=C4C3=CC=C2)N(C)C)C=CC=C1 7-(2-cyanobenzoyl)amino-4-(dimethyl)aminocyclohepta[7,6-b]indole